3-(4-((4-(2-((adamantan-1-yl)amino)ethyl)benzyl)thio)-5-fluoro-1-oxoisoindolin-2-yl)piperidine-2,6-dione C12(CC3CC(CC(C1)C3)C2)NCCC2=CC=C(CSC3=C1CN(C(C1=CC=C3F)=O)C3C(NC(CC3)=O)=O)C=C2